8,11-Dichloro-6-methyl-6,11-dihydrodibenzo[c,f][1,2]thiazepine 5,5-dioxide ClC=1C=CC2=C(N(S(C3=C(C2Cl)C=CC=C3)(=O)=O)C)C1